ClC1=C(C2=C(C(N3[C@@H](CO2)CN(CC3)C(=O)OC(C)(C)C)=O)C(=N1)NC=1C(=NC=NC1C(C)C)C(C)C)Cl tert-Butyl (R)-3,4-dichloro-1-((4,6-diisopropylpyrimidin-5-yl)amino)-12-oxo-6a,7,9,10-tetrahydro-12H-pyrazino[2,1-c]pyrido[3,4-f][1,4]oxazepine-8(6H)-carboxylate